Methyl-2-(4-{[(4-{[6-(5-Chloro-2-Fluorophenyl)-3-Methylpyridazin-4-yl]Amino}Pyridin-2-yl)Carbamoyl]Methyl}Piperazin-1-yl)Acetat COC(CN1CCN(CC1)CC(NC1=NC=CC(=C1)NC1=C(N=NC(=C1)C1=C(C=CC(=C1)Cl)F)C)=O)=O